2,5-Difluoro-N-(1-isopropyl-1H-pyrazolo[3,4-b]pyridin-5-yl)-N-methylbenzenesulfonamide FC1=C(C=C(C=C1)F)S(=O)(=O)N(C)C=1C=C2C(=NC1)N(N=C2)C(C)C